ClC=1C=C(C(=O)O)C=CC1C1C(C1)C1=NC(=NC2=CC=CC=C12)C 3-chloro-4-(2-(2-methylquinazolin-4-yl)cyclopropyl)benzoic acid